Lithium 3-((N-((1-methyl-1H-indol-5-yl)methyl)benzo[b]thiophen-3-sulfonamido)ethynyl)-2-(1H-pyrrol-1-yl)benzoate CN1C=CC2=CC(=CC=C12)CN(S(=O)(=O)C=1C2=C(SC1)C=CC=C2)C#CC=2C(=C(C(=O)[O-])C=CC2)N2C=CC=C2.[Li+]